2-(6-(ethylamino)-4-(2-(4-methyl-4H-1,2,4-triazol-3-yl)phenyl)pyridin-2-yl)-6-(methoxymethyl)-4-(trifluoromethyl)isoindolin-1-one C(C)NC1=CC(=CC(=N1)N1C(C2=CC(=CC(=C2C1)C(F)(F)F)COC)=O)C1=C(C=CC=C1)C1=NN=CN1C